ClC1=NC=C(C=C1C(F)(F)F)F 2-chloro-5-fluoro-3-(trifluoromethyl)pyridine